1-(((1-(benzo[d][1,3]dioxol-5-yl) propan-2-yl)(methyl)carbamoyl)oxy)ethyl pivalate C(C(C)(C)C)(=O)OC(C)OC(N(C)C(CC1=CC2=C(OCO2)C=C1)C)=O